C(#N)C1(CC1)C(=O)NC=1C=CC(=NC1F)C=1N=NN(C1NC(O[C@H](C)C=1C(=NC=CC1)Cl)=O)C (R)-1-(2-chloropyridin-3-yl)ethyl (4-(5-(1-cyanocyclopropane-1-carboxamido)-6-fluoropyridin-2-yl)-1-methyl-1H-1,2,3-triazol-5-yl)carbamate